5-(cyclopropylmethoxy)-6-(dimethylamino)-2-(2-hydroxyethyl)pyridazin-3(2H)-one C1(CC1)COC1=CC(N(N=C1N(C)C)CCO)=O